(R)-1-(2,5-difluoropyridin-3-yl)ethyl (4-(5-((1R,2R)-1-cyano-2-(difluoromethyl)cyclopropane-1-carboxamido)pyridin-2-yl)-1-methyl-1H-1,2,3-triazol-5-yl)carbamate C(#N)[C@@]1([C@@H](C1)C(F)F)C(=O)NC=1C=CC(=NC1)C=1N=NN(C1NC(O[C@H](C)C=1C(=NC=C(C1)F)F)=O)C